4-[2-carboxyethyl-[4-(5,6,7,8-tetrahydro-1,8-naphthyridin-2-yl)butyl]amino]-2-(3-ethylpentanoylamino)butanoic acid C(=O)(O)CCN(CCC(C(=O)O)NC(CC(CC)CC)=O)CCCCC1=NC=2NCCCC2C=C1